6-bromo-N-[5-(difluoromethoxy)-4,6-dimethoxy-pyrimidin-2-yl]-7-(2-pyrimidyl)-1H-indole-3-sulfonamide BrC1=CC=C2C(=CNC2=C1C1=NC=CC=N1)S(=O)(=O)NC1=NC(=C(C(=N1)OC)OC(F)F)OC